5-methyl-2-[5-(trifluoromethyl)-2-[4-(trifluoromethyl)phenyl]pyrazol-3-yl]oxy-pyrimidine CC=1C=NC(=NC1)OC=1N(N=C(C1)C(F)(F)F)C1=CC=C(C=C1)C(F)(F)F